FC1=C(C(=O)NC=2C=C(C=CC2)[S@](=O)(C)=NC([C@@H](C)NC(OC(C)(C)C)=O)=O)C(=CC=C1C(F)(F)F)OC=1C(=NC(=CC1)F)C tert-butyl ((R)-1-(((R)-(3-(2-fluoro-6-((6-fluoro-2-methylpyridin-3-yl)oxy)-3-(trifluoromethyl)benzamido) phenyl)(methyl)(oxo)-λ6-sulfaneylidene)amino)-1-oxopropan-2-yl)carbamate